tert-butyl 2-(5-chloropyridin-2-yl)-2-cyanoacetate ClC=1C=CC(=NC1)C(C(=O)OC(C)(C)C)C#N